C(C=C)(=O)NC=1C=C(C=CC1)C=1C=C(C=C2C=NC=NC12)C1=CC=C(C(=O)NC2=NC=CC=C2)C=C1 4-(8-(3-acrylamidophenyl)quinazolin-6-yl)-N-(pyridin-2-yl)benzamide